CC1=C(C=CC(=C1)NC(F)(F)F)NC1=NNC(=C1)C1=CC=C(C=C1)NC(F)(F)F 2-methyl-N4-(trifluoromethyl)-N1-(5-(4-((trifluoromethyl)amino)phenyl)-1H-pyrazol-3-yl)benzene-1,4-diamine